NC1=C(C=C(CNC(OC(C)(C)C)=O)C=C1)CC tert-butyl (4-amino-3-ethylbenzyl)carbamate